C(#N)CC=1C(=NNC1)C(=O)N (cyanomethyl)pyrazole-3-carboxamide